NC1=C(SC2=NC(=C(C=C21)F)C)C(=O)NC2CC=1C=CC(=NC1CC2)N2CC(C(C2)OC(COC)C)N 3-amino-N-(2-{3-amino-4-[(1-methoxypropan-2-yl)oxy]pyrrolidin-1-yl}-5,6,7,8-tetrahydroquinolin-6-yl)-5-fluoro-6-methylthieno[2,3-b]pyridine-2-carboxamide